4,6-dichloro-2,3-dihydro-1H-inden-1-one ClC1=C2CCC(C2=CC(=C1)Cl)=O